(-)-R-3,7-dimethyl-6-octenenitrile C[C@@H](CC#N)CCC=C(C)C